C(C)OC(=O)[C@H]1[C@@H](C1)C1=CC=C(C=C1)S(=O)(=O)NC[C@@H]1CN(CCC1)C(=O)OC(C)(C)C trans-tert-butyl (3S)-3-(((4-(2-(ethoxycarbonyl)cyclopropyl)phenyl)sulfonamido)methyl)piperidine-1-carboxylate